ClC1=NC(=C(C(=N1)OC)N)OC 2-chloro-4,6-dimethoxy-5-pyrimidinamine